BrCC1=C(C(=C(C(=C1CC1=CC(=C(C(=C1)C(C)(C)C)OC)C(C)(C)C)C)CC1=CC(=C(C(=C1)C(C)(C)C)OC)C(C)(C)C)C)CC1=CC(=C(C(=C1)C(C)(C)C)OC)C(C)(C)C 1-bromomethyl-3,5-dimethyl-2,4,6-tris(3,5-di-tert-butyl-4-methoxybenzyl)benzene